C(C1=CC=CC=C1)(=O)OC1=C(C(=CC=C1Cl)Cl)OC(C1=CC=CC=C1)=O 3,6-dichloro-1,2-phenylene dibenzoate